FC1=CC=C2C=C(C=CC2=C1C#C[Si](C(C)C)(C(C)C)C(C)C)OCOC 7-fluoro-3-(methoxymethoxy)-8-((triisopropylsilyl)ethynyl)naphthalen